4-[(2-methoxyethyl)amino]-2-methylbenzonitrile COCCNC1=CC(=C(C#N)C=C1)C